FC(OC1=NN(C=N1)[C@H]1C[C@@H](CCC1)NC1=NC=C(C(=N1)OC1COC1)C(F)(F)F)F N-[(1R,3R)-3-[3-(difluoromethoxy)-1,2,4-triazol-1-yl]cyclohexyl]-4-(oxetan-3-yloxy)-5-(trifluoromethyl)pyrimidin-2-amine